C(C)(=O)C1=CC=C2C=NC(C2=C1)=O 6-acetyl-isoindol-1-one